O1CCCCC1 Oxane